O1CCOC12CC=C(CC2)C2=CC=CC(=N2)O 6-(1,4-Dioxaspiro[4.5]dec-7-en-8-yl)pyridin-2-ol